C(C)(=O)OC1=C(C(=CC=C1)Cl)Cl 2,3-dichlorophenol acetate